FC(OC=1C(=NC=CC1C1=NN(N=C1)C)CC(C(=O)N)(C)C)F (3-(difluoromethoxy)-4-(2-methyl-2H-1,2,3-triazol-4-yl)pyridin-2-yl)pivalamide